5-cyclopentyl-7-(3-fluoro-4-(trifluoromethyl)phenyl)-5,6,7,8-tetrahydro-2,7-naphthyridine-3-carboxylic acid ethyl ester C(C)OC(=O)C=1N=CC=2CN(CC(C2C1)C1CCCC1)C1=CC(=C(C=C1)C(F)(F)F)F